The molecule is a flavanone glycoside that is (+)-taxifolin substituted by a alpha-L-rhamnosyl moiety at position 3 via a glycosidic linkage. It has a role as a radical scavenger, an anti-inflammatory agent and a plant metabolite. It is an alpha-L-rhamnoside, a member of 3'-hydroxyflavanones, a tetrahydroxyflavanone, a flavanone glycoside, a monosaccharide derivative and a member of 4'-hydroxyflavanones. It derives from a (+)-taxifolin. It is an enantiomer of a neoastilbin. C[C@H]1[C@@H]([C@H]([C@H]([C@@H](O1)O[C@@H]2[C@H](OC3=CC(=CC(=C3C2=O)O)O)C4=CC(=C(C=C4)O)O)O)O)O